3-bromo-2-hydroxyimidazo[1,5-a]pyrimidine-8-carboxylic acid BrC=1C(=NC=2N(C1)C=NC2C(=O)O)O